C(C1=CC=CC=C1)OC1=CC=C(C=[N+]1[O-])[C@@H]1OCC[C@@H](C1)C(=O)OC Methyl (2R,4S)-2-(6-benzyloxy-1-oxido-pyridin-1-ium-3-yl)tetrahydropyran-4-carboxylate